N-methoxy-N-[[4-[5-(trifluoromethyl)-1,2,4-oxadiazol-3-yl]phenyl]-methyl]cyclopropanecarboxamide CON(C(=O)C1CC1)CC1=CC=C(C=C1)C1=NOC(=N1)C(F)(F)F